ClCCCCCCCCC=COC(CCOCOCOCCC(CC)OC=CCCCCCCCCCl)CC 10-chloro-3-decenyloxypentoxymethyl ether